2-cyclohexyl-2-(3,3-dimethylbutyl)-1,3-diethoxypropane C1(CCCCC1)C(COCC)(COCC)CCC(C)(C)C